dinonane carbonate C(O)(O)=O.CCCCCCCCC.CCCCCCCCC